1,4-bis(N,N-diglycidylaminomethyl)cyclohexane C(C1CO1)N(CC1CO1)CC1CCC(CC1)CN(CC1CO1)CC1CO1